(2R,5S)-5-(benzotriazol-1-ylmethyl)-2-(4-phenoxyphenyl)-1,4-thiazepan-3-one N1(N=NC2=C1C=CC=C2)C[C@H]2NC([C@H](SCC2)C2=CC=C(C=C2)OC2=CC=CC=C2)=O